N1C(C(NCC1)=O)=O piperazindione